4,4'-diamino-p-terphenyl methyl-5-((3R*,4S*)-3-((tert-butoxycarbonyl)amino)-4-fluoropyrrolidin-1-yl)pyrazine-2-carboxylate COC(=O)C1=NC=C(N=C1)N1C[C@H]([C@H](C1)F)NC(=O)OC(C)(C)C.NC1=CC=C(C=C1)C1=CCC(C=C1)(C1=CC=CC=C1)N |o1:12,13|